5-bromo-2-isopropyl-3-methyl-imidazo[4,5-b]pyrazine BrC=1N=C2C(=NC1)N=C(N2C)C(C)C